C(C)(C)C1=C(C=CC=C1)C1=NC=C2N(C(N(C2=N1)CC1=CC=C(C=C1)C=1N=CSC1C)=O)C 2-(2-isopropylphenyl)-7-methyl-9-(4-(5-methylthiazol-4-yl)benzyl)-7,9-dihydro-8H-purin-8-one